C(N)(=O)C=1C=C(C=NC1)OC(=O)N1CCC2(CCN(C2)CC2=C(C=CC(=C2)Cl)C(F)(F)F)CC1 2-(5-chloro-2-(trifluoromethyl)benzyl)-2,8-diazaspiro[4.5]decane-8-carboxylic acid 5-carbamoylpyridin-3-yl ester